O[C@@]1(C(N(CC1)C)=O)C1=CC(=NO1)C=1C=C(C=CC1)N1N=C(C2=CC(=CC=C12)C1=NN(C=C1)C)C(=O)OCC ethyl (R)-1-(3-(5-(3-hydroxy-1-methyl-2-oxopyrrolidin-3-yl)isoxazol-3-yl)phenyl)-5-(1-methyl-1H-pyrazol-3-yl)-1H-indazole-3-carboxylate